4-(1H-pyrazol-3-yl)benzonitrile N1N=C(C=C1)C1=CC=C(C#N)C=C1